N-(4-(2-(((1r,4r)-4-aminocyclohexyl)amino)-8-ethylquinazolin-6-yl)-3-methylphenyl)-2-methoxybenzenesulfonamide, formate salt C(=O)O.NC1CCC(CC1)NC1=NC2=C(C=C(C=C2C=N1)C1=C(C=C(C=C1)NS(=O)(=O)C1=C(C=CC=C1)OC)C)CC